1-(4-(2-bromo-6-fluoro-3-hydroxypyridin-4-yl)-2-chlorophenyl)-3-methyl-1H-imidazol-2(3H)-one BrC1=NC(=CC(=C1O)C1=CC(=C(C=C1)N1C(N(C=C1)C)=O)Cl)F